lauryl-carboxylmethyl-hydroxyethyl-imidazolinecaprylic acid methyl ester COC(CCCCCCCN1C(=NC(C1)(CC(=O)O)CCCCCCCCCCCC)CCO)=O